C(C)(C)(C)[C@@H]1CC[C@H](CC1)OC=1C=C2C=CC(=CC2=CC1)C(=O)N1CCCCC1 1-(6-(trans-4-tert-Butylcyclohexyloxy)-2-naphthoyl)piperidin